13-[1-(difluoromethyl)pyrazol-3-yl]-8-(2,6-difluorophenyl)-5-methyl-3,4,7,9,12-pentazatricyclo[8.4.0.02,6]tetradeca-1(10),2(6),4,7,11,13-hexaene FC(N1N=C(C=C1)C=1N=CC=2NC(=NC=3C(=NNC3C2C1)C)C1=C(C=CC=C1F)F)F